N-(3,5-dibromo-4-fluorophenyl)-1-methyl-1H-pyrazole-4-sulfonamide BrC=1C=C(C=C(C1F)Br)NS(=O)(=O)C=1C=NN(C1)C